C([C@@H]1[C@H]([C@@H]([C@H]([C@H](O1)O[C@@H]2[C@H](O[C@@H]([C@@H]([C@H]2O)O)O[C@H]([C@@H](CO)O)[C@@H]([C@H](C=O)O)O)CO)O)O)O)O d-(+)-maltotriose